C(C(=C)C)(=O)OCC[N+](CCCS(=O)(=O)[O-])(C)C 3-[[2-(methacryloyloxy)ethyl]dimethyl-ammonio]propane-1-sulfonate